(2R,4R)-1-(2-(3-chloro-2-fluorophenyl)propan-2-yl)-2-ethyl-4-((3-fluoro-6-((5-methyl-1H-pyrazol-3-yl)amino)pyridin-2-yl)methyl)piperidine-4-carboxylic acid ClC=1C(=C(C=CC1)C(C)(C)N1[C@@H](C[C@@](CC1)(C(=O)O)CC1=NC(=CC=C1F)NC1=NNC(=C1)C)CC)F